C(#N)C1CC(N(C1C)OC1CCCCC1)=O 4-cyano-1-cyclohexyloxy-5-methyl-pyrroline-2(3H)-one